N(C(=N)N)CC1=CC=C(OCC=2C=C(C=CC2)NC(=O)C2=CC3=C(N2C)C=CS3)C=C1 N-[3-[[4-(Guanidinomethyl)phenoxy]methyl]phenyl]-4-methyl-thieno[3,2-b]pyrrole-5-carboxamide